potassium 3-(1,3-dioxoisoindolin-2-yl)propanoate O=C1N(C(C2=CC=CC=C12)=O)CCC(=O)[O-].[K+]